((3R,4S)-7-fluoro-3-((R)-2-methylmorpholino)chroman-4-yl)-6-(trifluoromethyl)-7H-pyrrolo[2,3-d]pyrimidin-4-amine FC1=CC=C2[C@@H]([C@H](COC2=C1)N1C[C@H](OCC1)C)C=1N=C(C2=C(N1)NC(=C2)C(F)(F)F)N